ClC1=C(NC2=CC=C(C(=C12)Cl)F)C(=O)N1CC2N(CC1)C(OC2)=O 7-(3,4-dichloro-5-fluoro-1H-indole-2-carbonyl)hexahydro-3H-oxazolo[3,4-a]pyrazin-3-one